O1C2=C(OC(C1([2H])[2H])([2H])[2H])C=C(C=C2)O 2,3-Dihydrobenzo[b][1,4]dioxin-2,2,3,3-d4-6-ol